CN1C[C@@H](CCC1)NC1=C2C(=C(N=N1)C1=C(C=C(C=C1)C(F)(F)F)O)SC=C2 (R)-2-(4-((1-Methylpiperidin-3-yl)amino)thieno[2,3-d]pyridazin-7-yl)-5-(trifluoromethyl)phenol